5'-bromo-4'-chloro-4-methoxy-1',2'-dihydrospiro[cyclopentane-1,3'-pyrrolo[2,3-b]pyridin]-3-ol BrC=1C(=C2C(=NC1)NCC21CC(C(C1)OC)O)Cl